(hydroxyamino)methane ONC